N-(3-(4,4-difluorocyclohexyl)-1-methyl-1H-indazol-5-yl)-4-(ethylsulphonylamino)-2-(6-azaspiro[2.5]octane-6-yl)benzamide FC1(CCC(CC1)C1=NN(C2=CC=C(C=C12)NC(C1=C(C=C(C=C1)NS(=O)(=O)CC)N1CCC2(CC2)CC1)=O)C)F